rel-(S)-4-(5-(6-(difluoromethyl)-4-(trifluoromethyl)pyridin-2-yl)-5-(trifluoromethyl)-4,5-dihydroisoxazol-3-yl)-2-methyl-N-(1-(methylsulfonyl)azetidin-3-yl)benzamide FC(C1=CC(=CC(=N1)[C@@]1(CC(=NO1)C1=CC(=C(C(=O)NC2CN(C2)S(=O)(=O)C)C=C1)C)C(F)(F)F)C(F)(F)F)F |o1:8|